7-methyl-5-(methylsulfonyl)-1-tosyl-1H-indole-4-carbaldehyde CC1=CC(=C(C=2C=CN(C12)S(=O)(=O)C1=CC=C(C)C=C1)C=O)S(=O)(=O)C